amino-2-(3,5-dichloro-4-((2'-oxospiro[cyclopentane-1,3'-indolin]-5'-yl)oxy)phenyl)-1,2,4-triazine-3,5(2H,4H)-dione NN1C(N(N=CC1=O)C1=CC(=C(C(=C1)Cl)OC=1C=C2C3(C(NC2=CC1)=O)CCCC3)Cl)=O